N'-cyclohexyl-N,N-dimethylvaleroamidine C1(CCCCC1)N=C(CCCC)N(C)C